Cl.CNCC1COCC2=C(C=CC=C12)C1=CC=C(C#N)C=C1 4-(4-((methylamino)methyl)isochroman-8-yl)benzonitrile hydrochloride